CN1N=C2CN(CCC2=C1C1=CC=CC=C1)C(=O)OC(C)(C)C tert-butyl 2-methyl-3-phenyl-5,7-dihydro-4H-pyrazolo[3,4-c]pyridine-6-carboxylate